3-(N-(4-bromophenyl)sulfamoyl)-N-(4-methyl-3-(morpholinosulfonyl)phenyl)benzamide BrC1=CC=C(C=C1)NS(=O)(=O)C=1C=C(C(=O)NC2=CC(=C(C=C2)C)S(=O)(=O)N2CCOCC2)C=CC1